ClC1=C(C=C(C=C1C1=NN(C=N1)C)NC(=O)N1C2CCC(CC1(C2)C=2OC(=NN2)C)C)F cis-N-(4-chloro-3-fluoro-5-(1-methyl-1H-1,2,4-triazol-3-yl)phenyl)-3-methyl-1-(5-methyl-1,3,4-oxadiazol-2-yl)-7-azabicyclo[4.1.1]octane-7-carboxamide